FC(C(=O)O)(F)F.C(#N)[C@H](CC1=C(C=C(C=C1)C1=CC=C(C=C1)C#N)F)NC(=O)C1CNC1 (S)-N-(1-cyano-2-(4'-cyano-3-fluoro-[1,1'-biphenyl]-4-yl)ethyl)azetidine-3-carboxamide 2,2,2-trifluoroacetate